1-isopropyl-3-isopropylimidazole bromine salt [Br].C(C)(C)N1CN(C=C1)C(C)C